ClC1=CC=C(C(=N1)OC)N[C@H](C)C=1C=C(C=C2C(C(=C(OC12)C=1C=NC=CC1)C)=O)C 8-[(1R)-1-[(6-Chloro-2-methoxy-3-pyridyl)amino]ethyl]-3,6-dimethyl-2-(3-pyridyl)chromen-4-one